9H-pyrido[2,3-b]indole-6-carboxamide N1=CC=CC2=C1NC1=CC=C(C=C21)C(=O)N